C(C)OCOC1(CC1)C1=NC=C(C=N1)B1OC(C(O1)(C)C)(C)C 2-[1-(ethoxymethoxy)cyclopropyl]-5-(4,4,5,5-tetramethyl-1,3,2-dioxaborolan-2-yl)pyrimidine